CN1C(=CC2=CC=C(C=C12)C)C=C(C)C 1,6-dimethyl-2-(2-methylpropan-1-en-1-yl)-1H-indole